tributyl-(5-phenylhexanyl-thieno[3,2-b]thiophen-2-yl)stannane C(CCC)[Sn](C1=C(C2=C(S1)C=CS2)CCCCC(C)C2=CC=CC=C2)(CCCC)CCCC